ClC=1C=C2C=NN(C2=CC1N1CCC2(COC2)CC1)C=1C=NN(C1)C1CC1 5-chloro-1-(1-cyclopropyl-1H-pyrazol-4-yl)-6-(2-oxa-7-azaspiro[3.5]nonan-7-yl)-1H-indazole